O1C(COCC1)C(=O)N[C@H]1CC[C@H](CC1)N1N=CC(=C1C(=O)NC1=NC=C(C=C1C)C#CC1=CC=C(C=C1)F)Cl 1-(cis-4-(1,4-dioxane-2-carboxamido)cyclohexyl)-4-chloro-N-(5-((4-fluorophenyl)ethynyl)-3-methylpyridin-2-yl)-1H-pyrazole-5-carboxamide